7-(4-((2-(2-(2-aminoethoxy)ethoxy)ethyl)carbamoyl)-2,6-dimethylphenyl)-3-(3-(naphthalen-1-yloxy)propyl)pyrazolo[1,5-a]pyridine-2-carboxylic acid hydrochloride Cl.NCCOCCOCCNC(=O)C1=CC(=C(C(=C1)C)C1=CC=CC=2N1N=C(C2CCCOC2=CC=CC1=CC=CC=C21)C(=O)O)C